periodofuranium I[O+]1C(=C(C(=C1I)I)I)I